7-Ethoxy-2-((tetrahydrofuran-3-yl)methyl)imidazo[1,2-a]pyridine-6-carboxylic acid C(C)OC1=CC=2N(C=C1C(=O)O)C=C(N2)CC2COCC2